(2-(4-(6-methoxyquinazolin-4-yl)piperazin-1-yl)ethyl)phosphonic acid COC=1C=C2C(=NC=NC2=CC1)N1CCN(CC1)CCP(O)(O)=O